4-[(2-bromo-4-chlorophenoxy)methyl]pyrrolidin-2-one BrC1=C(OCC2CC(NC2)=O)C=CC(=C1)Cl